C1(CC1)C1=NN(C(=C1)C(F)(F)F)CC(=O)N1[C@H]([C@H](CC1)N1CCN(CC1)S(=O)(=O)C)C1=C(C(=CC(=C1)F)C)Cl 2-[3-Cyclopropyl-5-(trifluoromethyl)pyrazol-1-yl]-1-[(2S,3S)-2-(2-chloro-5-fluoro-3-methyl-phenyl)-3-(4-methylsulfonylpiperazin-1-yl)pyrrolidin-1-yl]ethanone